C(C)OC=1C(=CC(=NC1)C)C1=CC=2N(C=C1)N=C(C2)NC(=O)C2CC2 N-[5-(5-ethoxy-2-methyl-4-pyridyl)pyrazolo[1,5-a]pyridin-2-yl]cyclopropanecarboxamide